F[C@@H]1[C@@H](C1)C(=O)NC1=CC2=C(C=N1)C(=C(N2C)C=2C(=NC=CC2)OC)C (1S,2S)-2-fluoro-N-[2-(2-methoxypyridin-3-yl)-1,3-dimethylpyrrolo[3,2-c]pyridin-6-yl]cyclopropane-1-carboxamide